C(C)(C)(C)OC(NC(C)C)=NC(C)C 2-tertiary butyl-1,3-diisopropylisourea